phosphoryl chloride silicon [Si].P(=O)(Cl)(Cl)Cl